1-(6-(1-methyl-1H-pyrazol-4-yl)pyridazin-3-yl)urea CN1N=CC(=C1)C1=CC=C(N=N1)NC(=O)N